OC1=C(C2=C(N(C1=O)CC1=CC=C(C=C1)S(=O)(=O)C)C=CS2)C(=O)O 6-hydroxy-4-(4-(methylsulfonyl)benzyl)-5-oxo-4,5-dihydrothieno[3,2-b]pyridine-7-carboxylic acid